3-(4-(4-((hydroxyimino)methyl)oxazol-2-yl)butyl)pyridin-1-ium chloride [Cl-].ON=CC=1N=C(OC1)CCCCC=1C=[NH+]C=CC1